ClC=1C(=NN(C1C(=O)NC1=CC(=NC=C1)S(=O)(=O)C)CC1CCC(CC1)(F)F)C(F)(F)F 4-chloro-1-((4,4-difluorocyclohexyl)methyl)-N-(2-(methylsulfonyl)pyridin-4-yl)-3-(trifluoromethyl)-1H-pyrazole-5-carboxamide